((3s,5s)-1-(7-carbamoyl-5-fluoro-2,3-dimethyl-1H-indol-4-yl)-5-hydroxypiperidin-3-yl)carbamic acid tert-butyl ester C(C)(C)(C)OC(N[C@@H]1CN(C[C@H](C1)O)C1=C2C(=C(NC2=C(C=C1F)C(N)=O)C)C)=O